C(#CCC)C#CCC butynyl-(butyne)